N-{2-[1-(6,7-dimethoxyquinazolin-4-yl)azetidin-3-yl]ethyl}methanesulfonamide COC=1C=C2C(=NC=NC2=CC1OC)N1CC(C1)CCNS(=O)(=O)C